OC1=C2C(C=3C=CC=C(C3C(C2=C(C=2CC[C@](CC12)(C(CO)=O)O)O)=O)OC)=O 7,8,9,10-tetrahydro-6,8,11-trihydroxy-8-(hydroxyacetyl)-methoxy-(8S-CIS)-tetracene-5,12-dione